COC1=NC2=CC(=CC=C2C(=N1)N1C[C@@H](CC1)NC(OC(C)(C)C)=O)[N+](=O)[O-] (R)-tert-butyl (1-(2-methoxy-7-nitroquinazolin-4-yl)pyrrolidin-3-yl)carbamate